O=C1NC(CCC1N1C(C2=CC=C(C=C2C1=O)N1CC(C1)CN1CCN(CC1)C1=NC(=CC=C1)C1=CN=C2N1N=C(C=C2)N2[C@H](CCC2)C2=CC(=CC=C2)F)=O)=O 2-(2,6-Dioxopiperidin-3-yl)-5-(3-((4-(6-(6-((R)-2-(3-fluorophenyl)pyrrolidin-1-yl)imidazo[1,2-b]pyridazin-3-yl)pyridin-2-yl)piperazin-1-yl)methyl)azetidin-1-yl)isoindoline-1,3-dione